CC1=NC=CC=C1C1=NC(=CC(=N1)N1CC2(CC1)CC(CCC2)C(=O)OCC)NC2=NC=CC(=C2)OC(F)(F)F ethyl 2-(2-(2-methylpyridin-3-yl)-6-((4-(trifluoromethoxy) pyridin-2-yl) amino) pyrimidin-4-yl)-2-azaspiro[4.5]decane-7-carboxylate